4-methyl-3-((1-methyl-6-((1-methyl-1H-pyrazol-4-yl)amino)-1H-pyrazolo[3,4-d]pyrimidin-3-yl)amino)benzoic acid CC1=C(C=C(C(=O)O)C=C1)NC1=NN(C2=NC(=NC=C21)NC=2C=NN(C2)C)C